2-octadecyl formate C(=O)OC(C)CCCCCCCCCCCCCCCC